4-(((3S,4R)-1-((6-bromopyridin-3-yl)sulfonyl)-4-hydroxy-4-(hydroxymethyl)pyrrolidin-3-yl)oxy)-2-fluorobenzonitrile BrC1=CC=C(C=N1)S(=O)(=O)N1C[C@@H]([C@@](C1)(CO)O)OC1=CC(=C(C#N)C=C1)F